1-(4-ethoxycarbonylphenyl)-2-hydroxy-2-methylpropan-1-one C(C)OC(=O)C1=CC=C(C=C1)C(C(C)(C)O)=O